(2S,4R)-1-[(2S)-2-[4-(5-chloro-2-methoxy-phenyl)triazol-1-yl]-3,3-dimethyl-butanoyl]-4-hydroxy-N-methyl-pyrrolidine-2-carboxamide ClC=1C=CC(=C(C1)C=1N=NN(C1)[C@H](C(=O)N1[C@@H](C[C@H](C1)O)C(=O)NC)C(C)(C)C)OC